NC1=NC=CC(=N1)C1=CNC2=CC=CC(=C12)Cl 2-amino-4-(4-chloro-1H-indol-3-yl)pyrimidine